COC[C@@H](CN1CCN(CC1)C)O (R)-1-methoxy-3-(4-methylpiperazin-1-yl)propan-2-ol